2-[(2,4-dimethoxyphenyl)methylamino]-6-(5-methyl-4-prop-2-enoyl-2,3-dihydroquinoxalin-1-yl)-8-[4-(oxetan-3-yloxy)phenyl]pyrido[2,3-d]pyrimidin-7-one COC1=C(C=CC(=C1)OC)CNC=1N=CC2=C(N1)N(C(C(=C2)N2CCN(C1=C(C=CC=C21)C)C(C=C)=O)=O)C2=CC=C(C=C2)OC2COC2